C(C)(C)(C)OC(C[C@@H](C(=O)NCCC1=NC(=NO1)OC)N)=O (S)-3-amino-4-((2-(3-methoxy-1,2,4-oxadiazol-5-yl)ethyl)amino)-4-oxobutanoic acid tert-butyl ester